FC(C(=O)OCC)(CS)F ethyl 2,2-difluoro-3-mercaptopropanoate